7-oxo-pentadecanedioic acid 1-(dodecane-2-yl) 15-(heptadecane-9-yl) ester CCCCCCCCC(CCCCCCCC)OC(CCCCCCCC(CCCCCC(=O)OC(C)CCCCCCCCCC)=O)=O